2-methyl-4-(4-methyl-1,2,4-triazol-3-yl)pyrazol CN1N=CC(=C1)C1=NN=CN1C